(Z)-3-(3-(3,5-bis(trifluoromethyl)phenyl)-1H-1,2,4-triazol-1-yl)-N-(2-oxoimidazolidin-1-yl)acrylamide FC(C=1C=C(C=C(C1)C(F)(F)F)C1=NN(C=N1)\C=C/C(=O)NN1C(NCC1)=O)(F)F